C1(CCCCC1)[C@H](C(=O)N1[C@H](CCCC1)C(=O)O[C@@H](CCC1=CC(=C(C=C1)OC)OC)C1=CC(=CC=C1)OCCOCC=C)CC=C (S)-(R)-1-(3-(2-(allyloxy)ethoxy)phenyl)-3-(3,4-dimethoxyphenyl)propyl 1-((R)-2-cyclohexylpent-4-enoyl)piperidine-2-carboxylate